N-Cbz-L-glutamic acid-5-tert-butyl ester C(C)(C)(C)OC(CC[C@H](NC(=O)OCC1=CC=CC=C1)C(=O)O)=O